O.O.C(CC(O)(C(=O)O)CC(=O)O)(=O)O citrat dihydrate